CC(C1=CC=CC=C1)N.O[C@@H]1C[C@H](C1)C(=O)O trans-3-hydroxycyclobutanecarboxylic acid L-α-methylbenzylamine salt